2-((2R,5R)-2-(((3R,5R)-3,5-dimethylmorpholino)methyl)-5-methylpiperazin-1-yl)-1-((S)-7-(4-fluorobenzyl)-2-(phenoxymethyl)-2,3-dihydro-1H-pyrido[2,3-b][1,4]oxazin-1-yl)ethan-1-one C[C@@H]1COC[C@H](N1C[C@@H]1N(C[C@H](NC1)C)CC(=O)N1C2=C(OC[C@@H]1COC1=CC=CC=C1)N=CC(=C2)CC2=CC=C(C=C2)F)C